FCC1OC(OC1F)=O 4-(fluoromethyl)-5-fluoro-1,3-dioxolan-2-one